3-(2-((2-(2-methoxyphenyl)pyrimidin-4-yl)methoxy)phenyl)propanoic acid COC1=C(C=CC=C1)C1=NC=CC(=N1)COC1=C(C=CC=C1)CCC(=O)O